Cl.CC1=CC=C(C=N1)NC(OC1=CC=CC=C1)=O phenyl (6-methyl pyridin-3-yl)carbamate hydrochloride